C(C)N1C2=C(OCC1=O)C=C(C(=C2)OC)C2=C(C=CC(=C2)C=2C1=C(N=NC2)N(C=N1)CC)F 4-Ethyl-7-(5-(7-ethyl-7H-imidazo[4,5-c]pyridazin-4-yl)-2-fluorophenyl)-6-methoxy-2H-benzo[b][1,4]oxazin-3(4H)-one